2-(4-hydroxytetrahydro-2H-pyran-4-yl)-N-methyl-N-(pyridin-3-yl)acetamide OC1(CCOCC1)CC(=O)N(C=1C=NC=CC1)C